(5R)-N-(3,5-difluoro-4-(trimethylsilyl)phenyl)-6-((3-hydroxy-1,2-oxazol-5-yl)acetyl)-2-methoxy-5,6,7,8-tetrahydro-1,6-naphthyridine-5-carboxamide FC=1C=C(C=C(C1[Si](C)(C)C)F)NC(=O)[C@H]1C=2C=CC(=NC2CCN1C(CC1=CC(=NO1)O)=O)OC